C(CCCCC(C)C)C(C(=O)[O-])S.C(CCCCC(C)C)C(C(=O)[O-])S.C(CCCCC(C)C)C(C(=O)[O-])S.[Sb+3].FC(C=1C=CC=2N(N1)C(=CN2)C2=CC(=NC=N2)N2CC(OC1(COC1)C2)CO)F (8-(6-(6-(difluoromethyl)imidazo[1,2-b]pyridazin-3-yl)pyrimidin-4-yl)-2,5-dioxa-8-azaspiro[3.5]nonan-6-yl)methanol antimony tris(isooctyl-thioglycolate)